BrC=1C=C2C=CC=C(C2=CC1C1CC1)CCNC(C)=O N-(2-(6-bromo-7-cyclopropylnaphthalen-1-yl)ethyl)acetamide